OC1=C(C=O)C(=CC(=C1C(C)C)O)C#CC1=CC=CC=C1 2,4-dihydroxy-6-phenylethynyl-3-isopropylbenzaldehyde